1-methyl-4-pyrazole-boronic acid pinacol ester CN1N=CC(=C1)B1OC(C)(C)C(C)(C)O1